C(C)(=O)C1=C(C(=O)OC2CCCCC2)C=CC=C1 2-Cyclohexyl acetylbenzoate